FC1=C(C=CC(=C1)I)C 2-fluoro-4-iodo-1-methyl-benzene